tert-Butyl [(1-hexyl-5-oxo-4,5-dihydro-1H-pyrazol-3-yl)-methyl]methylcarbamate C(CCCCC)N1N=C(CC1=O)CN(C(OC(C)(C)C)=O)C